BrC1C(C(COC1)(C)C)=O 5-bromo-3,3-dimethyldihydro-2H-pyran-4(3H)-one